(4-(3-morpholino-2-oxo-7-(trifluoromethyl)indolin-3-yl)phenyl)boronic acid O1CCN(CC1)C1(C(NC2=C(C=CC=C12)C(F)(F)F)=O)C1=CC=C(C=C1)B(O)O